methoxybenzyl Acrylate C(C=C)(=O)OC(C1=CC=CC=C1)OC